CC=1C=C(C=CC1C)NC=CC1=C(C(=NO1)C1=C(C=CC=C1)Cl)C#N 5-[2-(3,4-Dimethylphenylamino)vinyl]-4-cyano-3-(2-chlorophenyl)isoxazole